6-((2-methoxyethoxy)methoxy)-4-oxo-4H-chromen-3-ylboronic acid COCCOCOC=1C=C2C(C(=COC2=CC1)B(O)O)=O